COC(=O)[C@H]1N(C[C@@H](N(C1)C(=O)OC(C)(C)C)CS(=O)(=O)C)C(=O)OCC1=CC=CC=C1 (2S,5R)-5-((methylsulfonyl)methyl)piperazine-1,2,4-tricarboxylic acid 1-benzyl 4-(tert-butyl) 2-methyl ester